Methyl (Z)-N'-((Z)-(3-(4-chlorophenyl)-4-phenyl-5,6-dihydropyridazin-1(4H)-yl)(((4-(trifluoromethyl)phenyl)sulfonyl)imino)methyl)carbamimidothioate ClC1=CC=C(C=C1)C1=NN(CCC1C1=CC=CC=C1)\C(\N=C(\N)/SC)=N/S(=O)(=O)C1=CC=C(C=C1)C(F)(F)F